COC1=CC=C(CN(C2=CC(=C(C(=N2)C2=C(C=C3C(=NC(=NC3=C2F)F)N2CCC(CC2)C#N)Cl)I)OC)CC2=CC=C(C=C2)OC)C=C1 1-(7-(6-(bis(4-methoxybenzyl)amino)-3-iodo-4-methoxypyridin-2-yl)-6-chloro-2,8-difluoroquinazolin-4-yl)piperidine-4-carbonitrile